6-(4-acetylpiperazin-1-yl)-N-(4-trifluoromethyl-benzyl)-N-methyl-3,4-dihydroisoquinoline-2(1H)-methanesulfonamide C(C)(=O)N1CCN(CC1)C=1C=C2CCN(CC2=CC1)CS(=O)(=O)N(C)CC1=CC=C(C=C1)C(F)(F)F